(S)-2-((difluoromethoxy)methyl)piperazine-1-carboxylic acid tert-butyl ester C(C)(C)(C)OC(=O)N1[C@@H](CNCC1)COC(F)F